trans-tert-butyl 4-(4-(3-(2,6-dioxopiperidin-3-yl)-1-methyl-1H-indazol-6-yl)piperazin-1-yl)cyclohexane-1-carboxylate O=C1NC(CCC1C1=NN(C2=CC(=CC=C12)N1CCN(CC1)[C@@H]1CC[C@H](CC1)C(=O)OC(C)(C)C)C)=O